1-((3-exo)-3-((4-((5-methyl-1H-pyrazol-3-yl)amino)thieno[2,3-d]pyrimidin-2-yl)amino)-8-azabicyclo[3.2.1]oct-8-yl)ethane-1-one CC1=CC(=NN1)NC=1C2=C(N=C(N1)NC1CC3CCC(C1)N3C(C)=O)SC=C2